(R)-methyl 3-(2-(2-(6-(4-(1-(3-((4-methyl-5-(pyrimidin-4-yl)-4H-1,2,4-triazol-3-yl)methylamino)benzamido)ethyl)phenoxy)hexyloxy)ethoxy)ethoxy)propanoate CN1C(=NN=C1C1=NC=NC=C1)CNC=1C=C(C(=O)N[C@H](C)C2=CC=C(OCCCCCCOCCOCCOCCC(=O)OC)C=C2)C=CC1